C(C1=CC=CC=C1)OC1=CC=C2C(=CCCC2=C1)C 7-(benzyloxy)-4-methyl-1,2-dihydronaphthalene